Dimethyl-guanidine sulfate S(=O)(=O)(O)O.CNC(NC)=N